4-((5-amino-7-(((3-(2-chloroethyl)cyclobutyl)methyl)amino)-1H-pyrazolo[4,3-d]pyrimidin-1-yl)methyl)-3-methoxy-N-(1-methylpiperidin-4-yl)benzamide NC=1N=C(C2=C(N1)C=NN2CC2=C(C=C(C(=O)NC1CCN(CC1)C)C=C2)OC)NCC2CC(C2)CCCl